NC1=C(C=CC(=C1)N)OC 2,4-Diaminoanisol